4-Amino-N-(4-methyltetrahydropyran-4-yl)pyridine-2-carboxamide NC1=CC(=NC=C1)C(=O)NC1(CCOCC1)C